2-(tert-butyl)-N-(4-(5-fluoro-2-((1-methyl-1H-pyrazol-4-yl)amino)pyrimidin-4-yl)-2-methylbenzyl)thiazole-5-carboxamide C(C)(C)(C)C=1SC(=CN1)C(=O)NCC1=C(C=C(C=C1)C1=NC(=NC=C1F)NC=1C=NN(C1)C)C